trans-(R,R)-1,2-cyclohexanediamine (pyrophosphate) platinum (II) [Pt+2].[O-]P([O-])(=O)OP(=O)([O-])[O-].[C@@H]1([C@@H](CCCC1)N)N.[Pt+2]